FC(C(C)(C)O)(F)C=1C=C(C=CC1)[C@@H](C)NC1=NN=C(C2=CC3=C(C=C12)N(C(C3(C)COC)=O)C)C D-8-[[(1R)-1-[3-(1,1-difluoro-2-hydroxy-2-methyl-propyl)phenyl]ethyl]amino]-3-(methoxymethyl)-1,3,5-trimethyl-pyrrolo[3,2-g]phthalazin-2-one